(S)-1-(6-(4-((4-((2-(2-aminopyrimidin-5-yl)-4-morpholinothieno[3,2-d]pyrimidin-6-yl)methyl)piperazin-1-yl)methyl)phenyl)-2-methyl-3,4-dihydroquinolin-1(2H)-yl)ethan-1-one NC1=NC=C(C=N1)C=1N=C(C2=C(N1)C=C(S2)CN2CCN(CC2)CC2=CC=C(C=C2)C=2C=C1CC[C@@H](N(C1=CC2)C(C)=O)C)N2CCOCC2